(3-chloro-4-isopropoxyphenyl)boronic acid ClC=1C=C(C=CC1OC(C)C)B(O)O